O1CCN(CC1)CC1=CC=C(C=C1)N1N=C(C2=C1C=1C=CC=C(C1S(C2)(=O)=O)C(F)(F)F)C(=O)N2CCOC1(CC1)C2 (1-(4-(Morpholinomethyl)phenyl)-5,5-dioxo-6-(trifluoromethyl)-1,4-dihydrothiochromeno[4,3-c]pyrazol-3-yl)(4-oxa-7-azaspiro[2.5]oct-7-yl)methanone